N-(4-(4-amino-5-(4-cyclobutoxy-phenyl)pyrazolo[5,1-f][1,2,4]triazin-6-yl)-3-fluorophenyl)acrylamide tert-butyl-7-(pyridin-2-ylmethoxy)-3,4-dihydroisoquinoline-2(1H)-carboxylate C(C)(C)(C)OC(=O)N1CC2=CC(=CC=C2CC1)OCC1=NC=CC=C1.NC1=NC=NN2C1=C(C(=N2)C2=C(C=C(C=C2)NC(C=C)=O)F)C2=CC=C(C=C2)OC2CCC2